C(C)(C)(C)C1=CC=C(C=2C(N=C3N(C12)C1=CC(=CC=C1C31CCCCC1)C1CCN(CC1)C(=O)C1CCNCC1)=O)Cl tert-butyl-4'-chloro-10'-(1-(piperidine-4-carbonyl)piperidin-4-yl)-5'H-spiro[cyclohexane-1,7'-indolo[1,2-a]quinazolin]-5'-one